tri(beta-monochloroethyl) phosphate P(=O)(OCCCl)(OCCCl)OCCCl